NC1=NC=NN2C1=C(C=C2C=2C(=CC(=C(C(=O)O)C2)C)F)CN2CCC(CC2)(F)F 5-(4-amino-5-((4,4-difluoropiperidin-1-yl)methyl)pyrrolo[2,1-f][1,2,4]triazin-7-yl)-4-fluoro-2-methylbenzoic acid